(R)-(1-methyl-4-oxo-5-(tetrahydrofuran-3-yl)-4,5-dihydro-1H-pyrrolo[3,2-c]pyridin-3-yl)carbamic acid tert-butyl ester C(C)(C)(C)OC(NC1=CN(C2=C1C(N(C=C2)[C@H]2COCC2)=O)C)=O